methyl 2-[1-[4-[2-[1-(6,7-dihydro-5H-pyrrolo[1,2-c]imidazol-1-yl)-2-oxo-2-(thiazol-2-ylamino)ethyl]-7-fluoro-3-oxo-isoindolin-5-yl]phenyl]-4-piperidyl]acetate C1(=C2N(C=N1)CCC2)C(C(NC=2SC=CN2)=O)N2CC1=C(C=C(C=C1C2=O)C2=CC=C(C=C2)N2CCC(CC2)CC(=O)OC)F